N,N'-trimethyl-N'-(2-hydroxyethyl)ethylene-diamine CN(CCN(CCO)C)C